2-(3-(((benzyloxy)carbonyl)amino)bicyclo[1.1.1]pentan-1-yl)-3-oxohexahydroimidazo[1,5-a]pyrazine-7,8(1H)-dicarboxylate C(C1=CC=CC=C1)OC(=O)NC12CC(C1)(C2)N2C(N1C(C(N(CC1)C(=O)[O-])C(=O)[O-])C2)=O